C(C)(=O)O[C@H](C(=O)OCC)CC1=C(C=CC=C1)O ethyl (2S)-2-acetoxy-3-(2-hydroxyphenyl)propanoate